(E)-6-(3-(1-(4-(diethylamino)benzamido)-2,3-dihydro-1H-inden-5-yl)acrylamido)hexanoic acid C(C)N(C1=CC=C(C(=O)NC2CCC3=CC(=CC=C23)/C=C/C(=O)NCCCCCC(=O)O)C=C1)CC